FC=1C(=CC=2C3=C(NC(C2C1)=O)COC[C@H]3N(C([C@](C)(C3=CC=CC=C3)O)=O)C)F N-((S)-8,9-Difluoro-6-oxo-1,4,5,6-tetrahydro-2H-pyrano[3,4-c]isoquinolin-1-yl)-(2S)-hydroxy-N-methyl-2-phenylpropanamide